O1CCC2=C1C=CC(=C2)C(C)C2=CC=1NC3=CC=CC=C3SC1C=C2 2-(1-(2,3-dihydrobenzofuran-5-yl)ethyl)-10H-phenothiazine